OC(CCN1C(N(C2=C1C=C(C=C2)[N+](=O)[O-])C)=O)(CC)C 3-(3-hydroxy-3-methyl-pentyl)-1-methyl-5-nitro-benzimidazol-2-one